OC1CN(C1)C(CN1CCN(CC1)C=1C=C2C=CC(=NC2=CC1)C(=O)O)=O 6-(4-(2-(3-hydroxyazetidin-1-yl)-2-oxoethyl)piperazin-1-yl)quinoline-2-carboxylic acid